2-(5-chloro-4-methyl-2-oxo-1H-1,6-naphthyridin-3-yl)-N-[(1S)-1-(2,4-difluorophenyl)ethyl]acetamide ClC1=C2C(=C(C(NC2=CC=N1)=O)CC(=O)N[C@@H](C)C1=C(C=C(C=C1)F)F)C